3-[4-(1,3-benzooxazol-2-yl)piperazine-1-carbonyl]-6-butyl-5-(2,6-dimethoxyphenyl)pyridine-2,4-diol O1C(=NC2=C1C=CC=C2)N2CCN(CC2)C(=O)C=2C(=NC(=C(C2O)C2=C(C=CC=C2OC)OC)CCCC)O